CC1=C(C(=CC=C1)C)NC(=O)C1=CN=CS1 N-(2,6-dimethylphenyl)thiazole-5-carboxamide